N[C@H](CC(=O)OCC)C=1C=NC(=NC1)C |r| (±)-Ethyl 3-amino-3-(2-methylpyrimidin-5-yl)propanoate